C(C)C(C(C(=O)[O-])(O)CC)(O)C(=O)[O-] (+)-Diethyltartrate